methyl 5-bromo-3-((1s,4s)-(4-((tert-butoxycarbonyl)-amino)-cyclohexyl)-(methyl)-amino)-2-methylbenzoate BrC=1C=C(C(=C(C(=O)OC)C1)C)N(C)C1CCC(CC1)NC(=O)OC(C)(C)C